C1(=CC=CC=C1)N(C1=CC=C(C=C1)NNC1=CC=CC=C1)C1=CC=CC=C1 (E)-N,N-diphenyl-4-(phenyldiazanyl)aniline